C[C@@]1([C@H](N(C=C1)C(=O)OCC1=CC=CC=C1)C(=O)OC)CCCB1O[C@@]2(C(O1)C[C@H]1C([C@@H]2C1)(C)C)C 1-benzyl 2-methyl (2S,3R)-3-methyl-3-(3-((3aS,4S,6S)-3a,5,5-trimethylhexahydro-4,6-methanobenzo[d][1,3,2]dioxaborol-2-yl)propyl)-2,3-dihydro-1H-pyrrole-1,2-dicarboxylate